ClC1=C(C=C(C=C1)C1=CCC2(OCCO2)CC1)F 8-(4-chloro-3-fluoro-phenyl)-1,4-dioxaspiro[4.5]dec-7-ene